FC1=C(N=C(C2=C1N=C(N=C2N2CC(C2)(O)C)SC)OC)C2=CC(=CC1=CC=C(C(=C21)C#C[Si](C(C)C)(C(C)C)C(C)C)F)OCOC 1-(8-fluoro-7-(7-fluoro-3-(methoxy-methoxy)-8-((triisopropylsilyl)ethynyl)naphthalene-1-yl)-5-methoxy-2-(methylthio)pyrido[4,3-d]pyrimidin-4-yl)-3-methylazetidin-3-ol